C(C)N(S(=O)(=O)C1=CC=C(C=C1)S(=O)(=O)N1C[C@H](C[C@H](C1)O)C(=O)OCC)CC (cis)-ethyl 1-((4-(N,N-diethylsulfamoyl)phenyl)sulfonyl)-5-hydroxypiperidine-3-carboxylate